O=C1NC2=CC(=CC=C2C=C1)C1CCN(CC1)C(=O)OC(C)(C)C tert-butyl 4-(2-oxo-1,2-dihydroquinolin-7-yl)piperidine-1-carboxylate